BrC1=CC=C(C=C1)CC1CN(CC1)CCCF 3-[(4-bromophenyl)methyl]-1-(3-fluoropropyl)pyrrolidine